ClC1=C2C(=NC(=N1)Cl)N(N=C2)C2=C(C=C(C=C2)I)F 4,6-dichloro-1-(2-fluoro-4-iodo-phenyl)pyrazolo[3,4-d]pyrimidine